2-azido-3-(5-fluoro-2-methoxyphenyl)acrylic acid ethyl ester C(C)OC(C(=CC1=C(C=CC(=C1)F)OC)N=[N+]=[N-])=O